CC(CC(=C)C1=CC=CC=C1)(C)C1=CC=CC=C1 1,1'-(1,1-dimethyl-3-methylene-1,3-propanediyl)bis(benzene)